1-benzyl-4-benzyloxy-3-(methoxymethyl)-3-(trifluoromethyl)pyrrolidine C(C1=CC=CC=C1)N1CC(C(C1)OCC1=CC=CC=C1)(C(F)(F)F)COC